ClCC(C(CCC#N)(C)C1=CC(=CC=C1)I)=O 6-chloro-4-(3-iodophenyl)-4-methyl-5-oxohexanenitrile